tert-butyl N-[(1S)-2-[2,5-dimethyl-4-(1-tetrahydropyran-2-yl-3-vinyl-pyrazolo[3,4-c]pyridin-5-yl)pyrazol-3-yl]oxy-1-methyl-ethyl]-N-methyl-carbamate CN1N=C(C(=C1OC[C@H](C)N(C(OC(C)(C)C)=O)C)C=1C=C2C(=CN1)N(N=C2C=C)C2OCCCC2)C